ClC=1C2=C(C(N(C1)CC(F)(F)F)=O)C(=CS2)NC2=CC(=NC=C2C(=O)O)NC(=O)C2CC2 4-((7-Chloro-4-oxo-5-(2,2,2-trifluoroethyl)-4,5-dihydrothieno[3,2-c]pyridin-3-yl)amino)-6-(cyclopropanecarboxamido)nicotinic acid